C(CCCCCCCCCCC)N(CCCCCCN)CCCCCCCCCCCC N1,N1-didodecylhexane-1,6-diamine